2-adamantyl-6,7-dihydrooxazolo[5,4-d]pyrrolo[1,2-a]pyrimidin-9(5H)-one C12C(C3CC(CC(C1)C3)C2)C=2OC=3N=C1N(C(C3N2)=O)CCC1